ClC1=C(C(=CC=C1)C)NC(=O)C1=CN=C(S1)NC1=NC(=NC(=C1)N1CCC(CC1)N(C)CC=1C=C2CN(C(C2=CC1)=O)C1C(NC(CC1)=O)=O)C N-(2-Chloro-6-methylphenyl)-2-((6-(4-(((2-(2,6-dioxopiperidin-3-yl)-1-Oxoisoindoline-5-yl)methyl)(methyl)amino)piperidin-1-yl)-2-methylpyrimidin-4-yl)amino)thiazole-5-carboxamide